2-[2,6-bis(oxidanylidene)piperidin-3-yl]-5-oxidanyl-isoindole-1,3-dione O=C1NC(CCC1N1C(C2=CC=C(C=C2C1=O)O)=O)=O